1-(3-chloro-5'-fluoro-2'-hydroxy-3'-(2-(piperazin-1-yl)pyridin-4-yl)-[1,1'-biphenyl]-4-yl)-4-methyl-1H-tetrazol-5(4H)-one ClC=1C=C(C=CC1N1N=NN(C1=O)C)C1=C(C(=CC(=C1)F)C1=CC(=NC=C1)N1CCNCC1)O